acrylic acid nonadecyl ester C(CCCCCCCCCCCCCCCCCC)OC(C=C)=O